FC=1C(=C(C=CC1F)[C@H]1[C@@H](O[C@@H](C1)C(F)(F)F)C(=O)NC1=CC(=NC=C1)C(=O)N)OC (2R,3S,5S)-4-[[3-(3,4-difluoro-2-methoxy-phenyl)-5-(trifluoromethyl)tetrahydrofuran-2-carbonyl]amino]pyridine-2-carboxamide